N-propyl-N'-[(E)-1-methyl-2-(methoxycarbonyl)vinyl]carbodiimide C(CC)N=C=N\C(=C\C(=O)OC)\C